(7S)-7-(hydroxymethyl)-1-oxa-6-azaspiro[3.4]octane-6-carboxylic acid tert-butyl ester C(C)(C)(C)OC(=O)N1CC2(CCO2)C[C@H]1CO